(S)-5-amino-2-((1,4-dimethylpiperazin-2-yl)methyl)-8-(2,6-dimethylpyridin-4-yl)-7-phenyl-[1,2,4]triazolo[4,3-c]pyrimidin-3(2H)-one NC1=NC(=C(C=2N1C(N(N2)C[C@H]2N(CCN(C2)C)C)=O)C2=CC(=NC(=C2)C)C)C2=CC=CC=C2